N-(5-amino-2-methylpyridin-3-yl)-2-(6,7-dihydro-4H-pyrazolo[5,1-c][1,4]oxazin-3-yl)pyrazolo[5,1-b]thiazole-7-carboxamide hydrochloride Cl.NC=1C=C(C(=NC1)C)NC(=O)C=1C=NN2C1SC(=C2)C=2C=NN1C2COCC1